ClC=1C(=C(C=CC1)N1N=C(C=2C=NC=3C=CC(=CC3C21)C)C2=CC(=C(OCCN1CCOCC1)C=C2)OC)C 4-(2-{4-[1-(3-chloro-2-methylphenyl)-8-methyl-1H-pyrazolo[4,3-c]quinolin-3-yl]-2-methoxyphenoxy}ethyl)morpholine